C1(CCC1)COC=1C2=C(N(N=C2C=CC1)C)C(=O)NC(CO)(CO)C (cyclobutylmethoxy)-N-(1,3-dihydroxy-2-methylpropan-2-yl)-2-methyl-2H-indazole-3-carboxamide